CALCIUM BICARBONATE C([O-])(O)=O.[Ca+2].C([O-])(O)=O